tris-(3,5-dibromophenyl)-phenylsilane BrC=1C=C(C=C(C1)Br)[Si](C1=CC=CC=C1)(C1=CC(=CC(=C1)Br)Br)C1=CC(=CC(=C1)Br)Br